BrC=1C(=C(C=CC1[N+](=O)[O-])C(CNC(OC(C)(C)C)=O)C1=CC=CC=C1)F tert-butyl (2-(3-bromo-2-fluoro-4-nitrophenyl)-2-phenylethyl)carbamate